N-(5-ethylpyridin-2-yl)-4-(pyridin-2-yl)thiazol-2-amine C(C)C=1C=CC(=NC1)NC=1SC=C(N1)C1=NC=CC=C1